ClC=1C=CC(=C(C1)C1=CC(=C(N=N1)SCCO)NC1=CC(=NC=C1)NC(CCN1CCNCC1)=O)F N-(4-{[6-(5-chloro-2-fluorophenyl)-3-[(2-hydroxyethyl)sulfanyl]pyridazin-4-yl]amino}pyridin-2-yl)-3-(piperazin-1-yl)propanamide